OC(CNC(C1=C(C(C(=O)NCC(CO)O)=C(C(=C1I)N)I)I)=O)CO N,N'-bis(2,3-dihydroxypropyl)-5-amino-2,4,6-triiodoisophthalamide